5-(5,5-dimethyl-1,3,2-dioxaborolan-2-yl)-7-fluoro-3-methyl-1,3-benzoxazol-2(3H)-one CC1(COB(O1)C=1C=C(C2=C(N(C(O2)=O)C)C1)F)C